4-(acetoxyimino)-5-[9-ethyl-6-(2-methylbenzoyl)-9H-carbazol-3-yl]-5-oxopentanoic acid methyl ester COC(CCC(C(=O)C=1C=CC=2N(C3=CC=C(C=C3C2C1)C(C1=C(C=CC=C1)C)=O)CC)=NOC(C)=O)=O